C(CCCCCCCCCCCCCCCCC(=O)[O-])(=O)OCC ethyl octadecanedioate